C1NCC12CC(C2)NC2=CC(=NC(=N2)OC(C)C)C(=O)O 6-((2-Azaspiro[3.3]hept-6-yl)amino)-2-isopropoxypyrimidine-4-carboxylic acid